N-(2,6-diiodo-4-(perfluoropropan-2-yl)phenyl)-2-fluoro-3-(hydroxyamino)benzamide IC1=C(C(=CC(=C1)C(C(F)(F)F)(C(F)(F)F)F)I)NC(C1=C(C(=CC=C1)NO)F)=O